NC1=C2N=CN(C2=NC(=N1)F)[C@H]1C[C@H]2OC(OCC3CCCCC3COC(OC[C@]2(O1)C#C)=O)=O (6R,8R,10R)-8-(6-amino-2-fluoro-9H-purin-9-yl)-10-ethynyl-3,5,9,12,14-pentaoxatricyclo-[14.4.0.06,10]icosane-4,13-dione